C(C1=CC=CC=C1)OC1=CC=C(C=C1)NC(=O)C1=C(N(C(=C1)C1=C(C=C(C(=C1)F)OC)C(=O)N1CC2=CC=CC=C2C[C@H]1CN1CCOCC1)C)C N-[4-(benzyloxy)phenyl]-5-(5-fluoro-4-methoxy-2-{[(3S)-3-(morpholin-4-ylmethyl)-3,4-dihydroisoquinolin-2(1H)-yl]carbonyl}phenyl)-1,2-dimethyl-1H-pyrrole-3-carboxamide